(R)-N-(2-chloro-4-(N-(1-(1-methylpiperidin-4-yl)ethyl)sulfamoyl)phenyl)-2-methylbenzamide ClC1=C(C=CC(=C1)S(N[C@H](C)C1CCN(CC1)C)(=O)=O)NC(C1=C(C=CC=C1)C)=O